5-(2,4-dihydroxy-5-isopropylphenyl)-N-(2-(piperidin-1-yl)ethyl)-4H-1,2,4-triazole-3-carboxamide OC1=C(C=C(C(=C1)O)C(C)C)C=1NC(=NN1)C(=O)NCCN1CCCCC1